3-((2S)-2-hydroxy-3-(8-(2-methoxyphenylsulfonyl)-1-oxa-8-azaspiro[4.5]dec-3-ylamino)propoxy)-N-methylbenzenesulfonamide O[C@H](COC=1C=C(C=CC1)S(=O)(=O)NC)CNC1COC2(C1)CCN(CC2)S(=O)(=O)C2=C(C=CC=C2)OC